6-((2S,5R)-4-((S)-1-(4-Chlorophenyl)-2-methylpropyl)-2,5-dimethylpiperazin-1-yl)-9-((1-hydroxycyclopentyl)methyl)-3-methyl-3,9-dihydro-2H-purin-2-on ClC1=CC=C(C=C1)[C@H](C(C)C)N1C[C@@H](N(C[C@H]1C)C=1C=2N=CN(C2N(C(N1)=O)C)CC1(CCCC1)O)C